C(C)(C)(C)OC(CCC(C(=O)N)N1C(C2=CC=C(C=C2C1)OCCCCCO)=O)=O 5-amino-4-(5-((5-hydroxypentyl)oxy)-1-oxoisoindolin-2-yl)-5-oxopentanoic acid tert-butyl ester